[F-].C(C=C)(=O)OCCCC[N+](CC)(CC)CC1=CC=CC=C1 acryloyloxybutylbenzyldiethyl-ammonium fluoride